N1CCC(CC1)=O PIPERIDIN-4-ONE